[(1R,5S)-2-oxo-3-azabicyclo[3.1.0]hexan-1-yl]methyl benzoate C(C1=CC=CC=C1)(=O)OC[C@@]12C(NC[C@H]2C1)=O